OC1OC(COC1)O 2,6-dihydroxy-1,4-dioxane